[Si](C)(C)(C(C)(C)C)OC1CC(C1)OCC(=O)OC(C)(C)C tert-butyl 2-[3-[tert-butyl (dimethyl)silyl]oxycyclobutoxy]acetate